4-(6,6-Dimethyl-11-oxo-6,11-dihydro-benzo[b]naphtho[2,3-d]furan-8-yloxy)-butyric acid CC1(C2=CC(=CC=C2C(C=2C3=C(OC21)C=CC=C3)=O)OCCCC(=O)O)C